N=1C=CN2C1C=CC(=C2)C2=CNC=1N=C(N=CC12)NC1CC2(C1)CCN(CC2)C(C)=O 1-(2-((5-(imidazo[1,2-a]pyridin-6-yl)-7H-pyrrolo[2,3-d]pyrimidin-2-yl)amino)-7-azaspiro[3.5]nonan-7-yl)ethan-1-one